CC=1C2(CCC(C1)C2)C=2C=CC=C1C2C(=O)OC1=O methyl-norbornenephthalic anhydride